FC(C(=O)O)(F)F.[N+](=O)([O-])C1=CC(=NC=C1)NCCCN N1-(4-Nitropyridin-2-yl)propane-1,3-diamine 2,2,2-trifluoroacetate